COC(=O)C1=CN\C(\C(=C1)[N+](=O)[O-])=C(/C(=O)N)\C#N (Z)-6-(2-amino-1-cyano-2-oxoethylidene)-5-nitro-1,6-dihydropyridine-3-carboxylic acid methyl ester